tri-tert-butyl (35S,39S)-1-amino-29,37-dioxo-3,6,9,12,15,18,21,24,27-nonaoxa-30,36,38-triazahentetracontane-35,39,41-tricarboxylate NCCOCCOCCOCCOCCOCCOCCOCCOCCOCC(NCCCC[C@H](NC(N[C@@H](CCC(=O)OC(C)(C)C)C(=O)OC(C)(C)C)=O)C(=O)OC(C)(C)C)=O